FC1=C(C(=CC2=C1N=CS2)F)NC2=C1C(=NC=C2)SC(=C1)[C@@H]1[C@@H](NCCC1)C 4,6-Difluoro-N-(2-((2S,3S)-2-methylpiperidin-3-yl)thieno[2,3-b]pyridin-4-yl)benzo[d]thiazol-5-amine